N-(5-((2-(2,2-dimethylpyrrolidin-1-yl)ethyl)carbamoyl)-2-methylpyridin-3-yl)-2-(1-methyl-1H-indazol-4-yl)pyrazolo[5,1-b]thiazole-7-carboxamide CC1(N(CCC1)CCNC(=O)C=1C=C(C(=NC1)C)NC(=O)C=1C=NN2C1SC(=C2)C2=C1C=NN(C1=CC=C2)C)C